(2S,3S)-tert-butyl 2-(benzyloxycarbonylamino)-3-(((S)-2-(tert-butoxycarbonylamino)-3,3-dimethylbutanamido)methyl)-6-(4,4,5,5-tetramethyl-1,3,2-dioxaborolan-2-yl)hexanoate C(C1=CC=CC=C1)OC(=O)N[C@H](C(=O)OC(C)(C)C)[C@@H](CCCB1OC(C(O1)(C)C)(C)C)CNC([C@H](C(C)(C)C)NC(=O)OC(C)(C)C)=O